(2S)-2-[[(2S,5r)-2-(acetamidomethyl)-3-methyl-7-oxo-1,6-diazabicyclo[3.2.1]oct-3-en-6-yl]oxy]-2-fluoro-acetic acid ethyl ester C(C)OC([C@H](F)ON1[C@@H]2C=C([C@H](N(C1=O)C2)CNC(C)=O)C)=O